{2-[6-chloro-5-fluoro-4-(2-hydroxypropan-2-yl)pyridin-2-yl]-2-cyclopropyl-2-hydroxyethyl}carbamic acid ClC1=C(C(=CC(=N1)C(CNC(O)=O)(O)C1CC1)C(C)(C)O)F